C(C=1C(=C(C(=C2C(C(=C(OC12)C1=CC(=C(C=C1)O)O)O)=O)O)OC)O)C=1C(=C(C(=C2C(C(=C(OC12)C1=CC(=C(C=C1)O)O)O)=O)O)OC)O 8,8'-methylenebis(2-(3,4-dihydroxyphenyl)-3,5,7-trihydroxy-6-methoxy-4H-chromen-4-one)